di(methyl)acrylamide CC(=CC(=O)N)C